C1(=CC=CC=C1)CC(=O)[O-] benzeneacetate